BrC=1C(=C(C=C(C1)Br)NC(=O)NC1=CC(=CC(=C1)OC)Br)CO 1-(3,5-dibromo-2-hydroxymethylphenyl)-3-(3-bromo-5-methoxyphenyl)urea